ClC=1C(=NC(=NC1)NC1=CC=CC=C1)NC1=CC=CC=C1 5-chloro-N2,N4-diphenyl-pyrimidine-2,4-diamine